2,2-difluorobenzo[d][1,3]Dioxolane-5-carboxamide FC1(OC2=C(O1)C=CC(=C2)C(=O)N)F